tert-butyl 4-(6-[8-fluoro-2-methylimidazo[1,2-a]pyridin-6-yl]-7-oxo-4H,5H-thieno[2,3-c]pyridin-2-yl)piperidine-1-carboxylate FC=1C=2N(C=C(C1)N1C(C3=C(CC1)C=C(S3)C3CCN(CC3)C(=O)OC(C)(C)C)=O)C=C(N2)C